OC(=C)C=C 2-hydroxy-1,3-butadiene